2-O-benzyl 1-O-butyl benzene-1,2-dicarboxylate C=1(C(=CC=CC1)C(=O)OCC1=CC=CC=C1)C(=O)OCCCC